N-(4-methoxyphenylethyl)phthalimide Chlorine [Cl].COC1=CC=C(C=C1)CCN1C(C=2C(C1=O)=CC=CC2)=O